C1(=CC=CC=C1)S(=O)(=O)[O-].C(C(=C)C)(=O)O.[Na+] sodium methacrylate benzenesulfonate